1,4-dideoxy-1,4-imino-D-ribitol N1C[C@H](O)[C@H](O)[C@H]1CO